1,2-dimyristoylglycerol C(CCCCCCCCCCCCC)(=O)OCC(OC(CCCCCCCCCCCCC)=O)CO